CC(N(C(O)=O)COC=1C(=C(C=C(C1)CCCCC)OCN(C(O)=O)C)CC=C(CCC=C(C)C)C)C.C(C)(C)[Bi](C(C)C)C(C)C tri(isopropyl)bismuth dimethyl-(((2-(3,7-dimethylocta-2,6-dien-1-yl)-5-pentyl-1,3-phenylene)bis(oxy))bis(methylene))bis(methylcarbamate)